1,3-dichlorodibenzofuran ClC1=CC(=CC=2OC3=C(C21)C=CC=C3)Cl